(aminomethyl)-5-(1-methyl-1H-imidazol-2-yl)imidazolidine-2,4-dione NCN1C(NC(C1C=1N(C=CN1)C)=O)=O